6-amino-N-(3-(2'-fluoro-[1,1'-biphenyl]-4-yl)propyl)nicotinamide NC1=NC=C(C(=O)NCCCC2=CC=C(C=C2)C2=C(C=CC=C2)F)C=C1